(4-isopropylpiperazin-1-yl)-[4-[[4-[[2-(6-methyl-2-pyridyl)pyrimidin-4-yl]amino]pyrimidin-2-yl]amino]phenyl]methanone C(C)(C)N1CCN(CC1)C(=O)C1=CC=C(C=C1)NC1=NC=CC(=N1)NC1=NC(=NC=C1)C1=NC(=CC=C1)C